6-chloro-N4-isopropylpyrimidine-2,4-diamine CC(C)NC1=CC(=NC(=N1)N)Cl